1,3-dioxoisoindolin-2-yl (Z)-(3-(2-isopropyl-5-methylphenyl)-4-oxothiazolidin-2-ylidene)carbamate C(C)(C)C1=C(C=C(C=C1)C)N1/C(/SCC1=O)=N/C(ON1C(C2=CC=CC=C2C1=O)=O)=O